IC=1C=C(CO)C=CC1I 3,4-diiodobenzyl alcohol